COC(=O)C=1C=CC=C2C=NN(C12)CC1=NC=C(C=C1)C1CC1 ((5-cyclopropylpyridin-2-yl)methyl)-1H-indazole-7-carboxylic acid methyl ester